CC(C(=O)N1N=CC2=CC3=C(C=C12)C(=C(N3C3=CC=C(C=C3)F)C3(CCC3)CO)C3=CC=C(C(=O)[O-])C=C3)(C)C 4-[1-(2,2-dimethylpropanoyl)-5-(4-fluorophenyl)-6-[1-(hydroxymethyl)cyclobutyl]pyrrolo[2,3-f]indazol-7-yl]benzoate